2-fluoro-6-(5-methoxyfurfurylamino)-9-(oxetan-2-yl)-9H-purine FC1=NC(=C2N=CN(C2=N1)C1OCC1)NCC1=CC=C(O1)OC